1-ethyl-5-(tetramethyl-1,3,2-dioxaborolan-2-yl)-1,2-dihydropyridin-2-one C(C)N1C(C=CC(=C1)B1OC(C(O1)(C)C)(C)C)=O